1-[(3,4-dihydro-2H-1,5-benzodioxepin-7-yl)sulfonyl]-N-2-quinolinyl-4-piperidinecarboxamide O1CCCOC2=C1C=CC(=C2)S(=O)(=O)N2CCC(CC2)C(=O)NC2=NC1=CC=CC=C1C=C2